triazolo[4,5-b]pyridin-3-yl 6-fluoropyrazolo[1,5-a]pyridine-3-carboxylate FC=1C=CC=2N(C1)N=CC2C(=O)ON2N=NC=1C2=NC=CC1